C(=O)(C=C)NC(CN)=O N-acryl-glycinamide